6-Chloro-4-((3-(1-cyclopropyl-1H-1,2,4-triazol-3-yl)-5-fluoro-2-methoxyphenyl)amino)-N-(methyl-d3)pyridazine-3-carboxamide ClC1=CC(=C(N=N1)C(=O)NC([2H])([2H])[2H])NC1=C(C(=CC(=C1)F)C1=NN(C=N1)C1CC1)OC